FC=1C(=C(C=C(C1)F)[C@@H]1C2=C(NC(=C1C(=O)OC)CF)COC2=O)[C@@H](C)F methyl (R)-4-(3,5-difluoro-2-((R)-1-fluoroethyl)phenyl)-2-(fluoromethyl)-5-oxo-1,4,5,7-tetrahydrofuro[3,4-b]pyridine-3-carboxylate